2-(4-Fluorophenyl)-6,7,8-trimethoxy-4H-chromen-4-one FC1=CC=C(C=C1)C=1OC2=C(C(=C(C=C2C(C1)=O)OC)OC)OC